C(C)(C)(C)OC(=O)N1CC(C2=NC(=C(C=C21)CC2=CC=C(C=C2)F)Br)(C)C 5-bromo-6-(4-fluorobenzyl)-3,3-dimethyl-2,3-dihydro-1H-pyrrolo[3,2-b]pyridine-1-carboxylic acid tert-butyl ester